N-((2R,3S)-1-acetyl-2-(((cis-4-(3,5-difluorophenyl)cyclohexyl)oxy)methyl)piperidin-3-yl)methanesulfonamide C(C)(=O)N1[C@H]([C@H](CCC1)NS(=O)(=O)C)CO[C@@H]1CC[C@@H](CC1)C1=CC(=CC(=C1)F)F